ClC=1C=C2C(=CC=NC2=CC1)C1=CC(=C(OC[C@](CC(C)C)(N)C)C=C1)C(F)(F)F (S)-1-(4-(6-chloroquinolin-4-yl)-2-(trifluoromethyl)phenoxy)-2,4-dimethyl-pentan-2-amine